1-(tert-butyl) 3-methyl 3-(2-(((R)-1-(benzyloxy)-3-methyl-1-oxobutan-2-yl)amino)ethyl)piperidine-1,3-dicarboxylate C(C1=CC=CC=C1)OC([C@@H](C(C)C)NCCC1(CN(CCC1)C(=O)OC(C)(C)C)C(=O)OC)=O